Ethyl-(R)-2-(furan-2-yl)-3-oxo-2,3-dihydro-1H-benzol C(C)[C@H]1C(C(CC=C1)=O)C=1OC=CC1